4-hydroxy-4-(2-hydroxy-chlorophenyl)-s-triazine OC1(NC=NC=N1)C1=C(C(=CC=C1)Cl)O